6-(4-Fluoro-2-(4-methyl-4H-1,2,4-triazol-3-yl)phenyl)-2-(4-(hydroxy-methyl)-6-methyl-5-(trifluoromethyl)pyridin-2-yl)isoindolin-1-one FC1=CC(=C(C=C1)C1=CC=C2CN(C(C2=C1)=O)C1=NC(=C(C(=C1)CO)C(F)(F)F)C)C1=NN=CN1C